O1CCC(CC1)N1C(SC=C1)=N 3-(tetrahydro-2H-pyran-4-yl)thiazol-2(3H)-imine